3-(1-benzoylazetidin-3-yl)-1-(2-(2-methoxyphenyl)-2-((tetrahydro-2H-pyran-4-yl)oxy)ethyl)-5-methyl-6-(oxazol-2-yl)thieno[2,3-d]pyrimidine-2,4(1H,3H)-dione C(C1=CC=CC=C1)(=O)N1CC(C1)N1C(N(C2=C(C1=O)C(=C(S2)C=2OC=CN2)C)CC(OC2CCOCC2)C2=C(C=CC=C2)OC)=O